4-(2-((5-(5-(difluoromethyl)-1,3,4-oxadiazole-2-yl)pyridine-2-yl)methyl)-4,4-dimethyl-1,3-dioxo-1,2,3,4-tetrahydroisoquinoline-6-yl)-3,6-dihydropyridine-1(2H)-carboxylate FC(C1=NN=C(O1)C=1C=CC(=NC1)CN1C(C2=CC=C(C=C2C(C1=O)(C)C)C=1CCN(CC1)C(=O)[O-])=O)F